C=1(C(=CC=CC1)SSC1=C(C=CC=C1)C)C di(2-toluyl) disulfide